[N+](=O)([O-])C1=CC=C(OC(CN2CCNCCNCCNCC2)=O)C=C1 10-(2-(4-nitrophenoxy)-2-oxo-ethyl)-1,4,7,10-tetraazacyclododecane